(S)-1-(4-(bicyclo[2.2.2]oct-1-ylmethoxy)phenyl)-2,2-dimethylpropan-1-amine C12(CCC(CC1)CC2)COC2=CC=C(C=C2)[C@H](C(C)(C)C)N